N1=CC(=CC=C1)NC(C(N1CC2=C(N(N=C2CC1)C)[Si](F)(C(C)(C)C)C(C)(C)C)C)=O N-(3-pyridyl)methyl{3-[di(tert-butyl)(fluoro)silyl]-2-methyl-4,5,6,7-tetrahydro-2H-1,2,5-triazainden-5-yl}acetamide